DL-alanyl-DL-valine N[C@@H](C)C(=O)N[C@@H](C(C)C)C(=O)O |&1:1,&2:6|